2H-pyran-4-yl methanesulfonate CS(=O)(=O)OC1=CCOC=C1